C(CCCC)[Si](N[Si](CCCCC)(CCCCC)CCCCC)(CCCCC)CCCCC hexaamyl-disilazane